benzyl (5-{bis[3-(2,3,4,6-tetra-O-benzyl-α-D-mannopyranosyl)propyl] amino}pentyl)carbamate C(C1=CC=CC=C1)O[C@@H]1[C@H](O[C@@H]([C@H]([C@@H]1OCC1=CC=CC=C1)OCC1=CC=CC=C1)COCC1=CC=CC=C1)CCCN(CCCCCNC(OCC1=CC=CC=C1)=O)CCC[C@@H]1[C@@H](OCC2=CC=CC=C2)[C@@H](OCC2=CC=CC=C2)[C@H](OCC2=CC=CC=C2)[C@H](O1)COCC1=CC=CC=C1